BrC1=CC=C2C(C=CS2)=C1O 5-bromo-1-benzothiophen-4-ol